tert-butyl((4-((6-(difluoromethoxy)pyridin-2-yl) ethynyl)pyridin-2-yl)methyl)carbamate C(C)(C)(C)OC(NCC1=NC=CC(=C1)C#CC1=NC(=CC=C1)OC(F)F)=O